6-(4-(7-(benzyloxy)-2-methyl-2H-indazol-4-yl)-2,6-difluorobenzyl)-6,7-dihydro-5H-pyrrolo[3,4-b]pyridin-5-one-7,7-d2 C(C1=CC=CC=C1)OC1=CC=C(C2=CN(N=C12)C)C1=CC(=C(CN2C(C3=NC=CC=C3C2=O)([2H])[2H])C(=C1)F)F